(R)-4-{2-[(2-chloroquinolin-6-yl)oxy]ethyl}-1,3-dimethylpiperazin-2-one ClC1=NC2=CC=C(C=C2C=C1)OCCN1[C@@H](C(N(CC1)C)=O)C